(3R,4S)-3-(2-methoxyethoxy)chroman-4-amine COCCO[C@H]1COC2=CC=CC=C2[C@@H]1N